N-ethyl-4-(sec-butylimino)-2-penten-2-amine C(C)NC(C)=CC(C)=NC(C)CC